ClC=1C=NC=C(C1[C@@H](C)OC=1C=C2C(=NN(C2=CC1)C1OCCCC1)C=1C=NC=C(C#N)C1)Cl 5-(5-((R)-1-(3,5-dichloropyridin-4-yl)ethoxy)-1-(tetrahydro-2H-pyran-2-yl)-1H-indazol-3-yl)nicotinonitrile